C(CCC)OC1=CC=C(C=C1)C1(CCC(CC1)N)N 1-(4-Butoxyphenyl)cyclohexane-1,4-diamine